3-aminomethylpyrimidine NCN1CN=CC=C1